CN1N=C(C=C1C)B(O)O 1,5-dimethylpyrazoleboronic acid